C(=O)O.FC1(CC1)C(=O)N1CC2(C1)C[C@H](CC2)N2CCC(CC2)C2=C(OCCN1C(CCC1)=O)C=CC=C2 (S)-1-(2-(2-(1-(2-(1-fluorocyclopropane-1-carbonyl)-2-azaspiro[3.4]oct-6-yl)piperidin-4-yl)phenoxy)ethyl)pyrrolidin-2-one formate